2-(2-((S)-3-Aminopyrrolidin-1-yl)pyrimidin-4-yl)-4-(2-fluoro-6-methoxyphenyl)-2,3-dihydro-1H-pyrrolo[3,4-c]pyridin-1-one N[C@@H]1CN(CC1)C1=NC=CC(=N1)N1CC=2C(=NC=CC2C1=O)C1=C(C=CC=C1OC)F